C(C)(C)(C)OC(=O)N1CCN(CC1)C1=NC=CC(=C1)NC=1C(NC(CC1)=O)=O 4-(4-((2,6-Dioxo-1,2,5,6-tetrahydropyridin-3-yl)amino)pyridin-2-yl)piperazine-1-carboxylic acid tert-butyl ester